(7E)-11-iodo-1,1-dimethoxy-7-undecene ICCC/C=C/CCCCCC(OC)OC